(1R,2R)-2-fluoro-N-(6-(4-((4-methyl-6-propionylpyridin-3-yl)amino)pyridin-3-yl)pyrimidin-4-yl)cyclopropane-1-carboxamide F[C@H]1[C@H](C1)C(=O)NC1=NC=NC(=C1)C=1C=NC=CC1NC=1C=NC(=CC1C)C(CC)=O